C(C)(C)(C)OC(=O)N1CC2(C1)CCN(CC2)C(=O)[C@H]2N([C@@H]1CC([C@H]2CC1)=C)C(=O)OC(C)(C)C tert-butyl (1S,3S,4R)-3-(2-(tert-butoxycarbonyl)-2,7-diazaspiro[3.5]nonane-7-carbonyl)-5-methylene-2-azabicyclo[2.2.2]octane-2-carboxylate